C(=O)(O)C[C@](NCC(=O)O)(CCCCN)C(=O)O α,Nα-bis(carboxymethyl)-L-lysine